CN(C(CCCN1N=C(C=C(C1=O)C(=O)C1=C(CCCC1=O)O)C)=O)C.[Na] sodium 2-[2-[4-(dimethylamino)-4-oxo-butyl]-6-methyl-3-oxo-pyridazine-4-carbonyl]-3-oxo-cyclohexen-1-ol